NCCCCCC#CC1=C(C=C(C=C1)NC(CCNC(C[C@H]1C=2N(C3=C(C(=N1)C1=CC=C(C=C1)Cl)C(=C(S3)C)C)C(=NN2)C)=O)=O)CO (S)-N-(4-(7-aminohept-1-yn-1-yl)-3-(hydroxymethyl)phenyl)-3-(2-(4-(4-chlorophenyl)-2,3,9-trimethyl-6H-thieno[3,2-f][1,2,4]triazolo[4,3-a][1,4]diazepin-6-yl)acetamido)propanamide